azetidin-3-yl 5-(6-(5-(6-methylpyridin-2-yl)-1H-imidazol-4-yl)quinolin-3-yl)thiazole-2-carboxylate CC1=CC=CC(=N1)C1=C(N=CN1)C=1C=C2C=C(C=NC2=CC1)C1=CN=C(S1)C(=O)OC1CNC1